(2-chloro-3-((dimethyl-(oxo)-λ6-sulfanylidene)amino)-4-fluorophenyl)propanoic acid methyl ester COC(C(C)C1=C(C(=C(C=C1)F)N=S(=O)(C)C)Cl)=O